(4R)-N-(4-(chlorodifluoromethoxy)phenyl)-4-methyl-6-(pyrazin-2-yl)-3,4-dihydro-2H-Benzo[4,5]imidazo[2,1-b][1,3]thiazine-8-carboxamide 1-oxide ClC(OC1=CC=C(C=C1)NC(=O)C=1C=C(C2=C(N=C3S(CC[C@H](N32)C)=O)C1)C1=NC=CN=C1)(F)F